N-(2-(4-(3-(3-methyl-1H-indazol-6-yl)-1,2,4-oxadiazol-5-yl)piperidin-1-yl)-2-oxoethyl)benzamide methyl-1-(4-bromo-1H-pyrazol-1-yl)cyclopropane-1-carboxylate COC(=O)C1(CC1)N1N=CC(=C1)Br.CC1=NNC2=CC(=CC=C12)C1=NOC(=N1)C1CCN(CC1)C(CNC(C1=CC=CC=C1)=O)=O